2-methoxy-N-[4-(4-methoxy-7-morpholino-quinazolin-5-yl)oxy-cyclohexyl]Acetamide COCC(=O)NC1CCC(CC1)OC1=C2C(=NC=NC2=CC(=C1)N1CCOCC1)OC